[Cl-].[Mn+3].C1(=CC=CC=C1)C=1C2=CC=C(N2)C(=C2C=CC(C(=C3C=CC(=C(C=4C=CC1N4)C4=CC=CC=C4)N3)C3=CC=CC=C3)=N2)C2=CC=CC=C2.[Cl-].[Cl-] 5,10,15,20-tetraphenyl-21H,23H-porphine manganese (III) chloride